NC1=C2C(=CC=NC2=CC=C1)C(=O)O 5-aminoquinoline-4-carboxylic acid